methoxymethyl-α-cyanoacrylate COCOC(C(=C)C#N)=O